ClC=1C=C2C=C(NC2=CC1OCC=1N=CSC1)CNC(C(C)C#N)=O N-((5-chloro-6-(thiazol-4-ylmethoxy)-1H-indol-2-yl)methyl)-2-cyanopropanamide